6,7-dimethoxy-9-(6-(methyl((5-methylfuran-2-yl)methyl)amino)pyridin-3-yl)naphtho[2,3]furan COC=1C(=CC2=C(C3=C(C=CO3)C=C2C1)C=1C=NC(=CC1)N(CC=1OC(=CC1)C)C)OC